ClC1=NN(C=N1)C1=C(C=C(N)C=C1)OC 4-(3-chloro-1,2,4-triazol-1-yl)-3-methoxy-aniline